Tert-Butyl ((3R,4S)-4-((6-(2,6-dichloro-3,5-dimethoxyphenyl)-8-(methylamino)pyrido[3,4-d]pyrimidin-2-yl)amino) tetrahydrofuran-3-yl)carbamate ClC1=C(C(=C(C=C1OC)OC)Cl)C1=CC2=C(N=C(N=C2)N[C@H]2[C@H](COC2)NC(OC(C)(C)C)=O)C(=N1)NC